1-ethyl phosphate-3-methylimidazole salt CN1C=NC=C1.P(=O)(OCC)(O)O